CC1=CC=C(C=C1)S(=O)(=O)OC(COC1=CC=C2C=C(N=CC2=C1)N1C=C2C=CC=CC2=C1)C 7-(2-p-toluenesulfonyloxy-propoxy)-3-(2H-isoindol-2-yl)isoquinoline